FC1=C(C=CC=C1)CN1N=C(N=C1)C(=O)N[C@H]1C(N(C=2N(CC1)N=C(C2)CCN2CC(C2)F)C)=O 1-[(2-fluorophenyl)methyl]-N-[(6R)-2-[2-(3-fluoroazetidin-1-yl)ethyl]-4-methyl-5-oxo-7,8-dihydro-6H-pyrazolo[1,5-a][1,3]diazepin-6-yl]-1,2,4-triazole-3-carboxamide